C=1NOC=CC1 3,2-oxazine